bis(di-tert-butyl-(4-dimethylaminophenyl)phosphine) palladium (II) [Pd+2].C(C)(C)(C)P(C1=CC=C(C=C1)N(C)C)C(C)(C)C.C(C)(C)(C)P(C1=CC=C(C=C1)N(C)C)C(C)(C)C